C(CCCCCCCC=CC=CCC)CC(=O)[O-] tetradecane-9,11-dien-1-ylacetate